(bromomethyl)-4-methoxybenzene BrCC1=CC=C(C=C1)OC